4-(hydroxymethyl)benzyl (4-((2-(pyridin-3-yl)pyrrolidin-1-yl)methyl)phenyl)carbamate N1=CC(=CC=C1)C1N(CCC1)CC1=CC=C(C=C1)NC(OCC1=CC=C(C=C1)CO)=O